CC1=NC(=CC=C1NC=1C=CC2=C(OCC(N2)=O)C1)N1CCN(CC1)CC(F)(F)F 7-((2-methyl-6-(4-(2,2,2-trifluoroethyl)piperazin-1-yl)pyridin-3-yl)amino)-2H-benzo[b][1,4]oxazin-3(4H)-one